Hexafluoroarsenate potassium salt [K+].F[As-](F)(F)(F)(F)F